C(#N)CN1N=CC=C1C(=O)OCC ethyl 1-(cyanomethyl)-1H-pyrazole-5-carboxylate